[Au].NC1=CC=C(C=C1)C=1C2=CC=C(N2)C(=C2C=CC(C(=C3C=CC(=C(C=4C=CC1N4)C4=CC=C(C=C4)N)N3)C3=CC=C(C=C3)N)=N2)C2=CC=C(C=C2)N 5,10,15,20-tetra(4-aminophenyl)porphyrin gold